COC1(CC(C1)(O)C1=CC=2C(=NC(=CC2)C2=CC=3C(N=C2)=NN(C3)C)S1)C(F)(F)F trans-3-methoxy-1-(6-(2-methyl-2H-pyrazolo[3,4-b]pyridin-5-yl)thieno[2,3-b]pyridin-2-yl)-3-(trifluoromethyl)cyclobutanol